tert-butyl N-[(1S,3R)-3-[[(3-methylisoxazole-5-carbonyl)amino]methyl]cyclopentyl]carbamate CC1=NOC(=C1)C(=O)NC[C@H]1C[C@H](CC1)NC(OC(C)(C)C)=O